((2S,3S)-2-(3-bromo-2-fluorobenzyl)pyrrolidin-3-yl)carbamic acid benzyl ester hydrochloride Cl.C(C1=CC=CC=C1)OC(N[C@@H]1[C@@H](NCC1)CC1=C(C(=CC=C1)Br)F)=O